(2,5-diazabicyclo[2.2.2]oct-2-yl)-2-(2,4-dioxotetrahydropyrimidin-1(2H)-yl)isoindoline-1,3-dione C12N(CC(NC1)CC2)C2=C1C(N(C(C1=CC=C2)=O)N2C(NC(CC2)=O)=O)=O